2-(4-isobutoxy-3-isopropyl-6-oxo-5-(trifluoromethyl)pyridazin-1(6H)-yl)acetic acid ethyl ester C(C)OC(CN1N=C(C(=C(C1=O)C(F)(F)F)OCC(C)C)C(C)C)=O